Water Zinc borate B([O-])([O-])[O-].[Zn+2].O.B([O-])([O-])[O-].[Zn+2].[Zn+2]